1-(tert-butyl) 2-methyl (2S,3S,4R)-3-allyl-4-azido-3-methylpyrrolidine-1,2-dicarboxylate C(C=C)[C@]1([C@H](N(C[C@@H]1N=[N+]=[N-])C(=O)OC(C)(C)C)C(=O)OC)C